C1=CC=C(C(=C1)OC2=C(C=C(C=C2)Br)Br)Br The molecule is a polybromodiphenyl ether that is diphenyl ether in which the hydrogens at the 2, 2', and 4 positions have been replaced by bromines.